(3R)-5,7-dihydroxy-6-methyl-3-(4'-hydroxy-benzyl)-chroman-4-one OC1=C2C([C@@H](COC2=CC(=C1C)O)CC1=CC=C(C=C1)O)=O